C(C)(C)(C)OC(CN1CCN(CCN(CCN(CC1)CC(OC(C)(C)C)=O)CC(OC(C)(C)C)=O)CC(=O)O)=O 2-[4,7,10-tris(2-tert-butoxy-2-oxo-ethyl)-1,4,7,10-tetraazacyclododec-1-yl]acetic acid